C1(=CCCCC1)P(O)(=O)C1=CC=CC2=CC=CC=C12 cyclohexenyl-naphthyl-phosphinic acid